N-cyclopropyl-2-fluoro-5-(6-((1-hydroxy-2-methylpropan-2-yl)amino)-5-(2-(tetrahydro-2H-pyran-2-yl)-2H-1,2,3-triazol-4-yl)pyridin-3-yl)-4-methylbenzamide C1(CC1)NC(C1=C(C=C(C(=C1)C=1C=NC(=C(C1)C1=NN(N=C1)C1OCCCC1)NC(CO)(C)C)C)F)=O